Benzyl {13-[2-(bis{2-[(α-D-mannopyranosyl)oxy]ethyl}amino)-2-oxoethyl]-1-[(α-L-fucopyranosyl) oxy]-4,11,15-trioxo-3,10,13,16-tetraazahenicosan-21-yl}carbamate [C@H]1([C@@H](O)[C@@H](O)[C@H](O)[C@H](O1)CO)OCCN(C(CN(CC(NCCCCCC(NCCO[C@H]1[C@@H](O)[C@H](O)[C@H](O)[C@@H](O1)C)=O)=O)CC(NCCCCCNC(OCC1=CC=CC=C1)=O)=O)=O)CCO[C@@H]1[C@@H](O)[C@@H](O)[C@H](O)[C@H](O1)CO